chlorofluoromethoxyether ClC(OOOC(Cl)F)F